CN1C(=CC2=CC=CC=C12)C1=NC(=CC=C1)N1CCN(CCC1)C1CCN(CC1)C(C)C 1-Methyl-2-(6-{4-[1-(propan-2-yl)piperidin-4-yl]-1,4-diazepan-1-yl}pyridine-2-yl)-1H-indole